(4-(pyridin-2-yl)-3-((4-(trifluoromethyl)phenyl)amino)phenyl)acrylamide N1=C(C=CC=C1)C1=C(C=C(C=C1)C(C(=O)N)=C)NC1=CC=C(C=C1)C(F)(F)F